C(CCCCCCCCC)C1OCCC(O1)CCC(=O)C1=CC=C(C=C1)OC (+-)-3-(2-decyl-1,3-dioxan-4-yl)-1-(4-methoxyphenyl)propan-1-one